Methyl (S)-3-(4-methoxyphenyl)-2-(2-(1-(3-(pyrimidin-2-yl)propanoyl)piperidin-4-yl)acetamido)propanoate COC1=CC=C(C=C1)C[C@@H](C(=O)OC)NC(CC1CCN(CC1)C(CCC1=NC=CC=N1)=O)=O